(R)-3-(3-benzylureido)-N-((S)-3-(4-tert-butoxyphenyl)-1-((2,2-diethoxyethyl)(naphthalen-1-ylmethyl)amino)-1-oxopropan-2-yl)-4-(tert-butyldimethylsilyloxy)butanamide C(C1=CC=CC=C1)NC(N[C@H](CC(=O)N[C@H](C(=O)N(CC1=CC=CC2=CC=CC=C12)CC(OCC)OCC)CC1=CC=C(C=C1)OC(C)(C)C)CO[Si](C)(C)C(C)(C)C)=O